C1(=CC=CC=C1)C1=C(NC=C1C=1C=NC=CC1)C(=O)OCC Ethyl 3-phenyl-4-(pyridin-3-yl)-1H-pyrrole-2-carboxylate